C(C1=CC=CC=C1)C1=NC(=CC(=N1)N)N1CCC2(CN(CCO2)C=2C=NC(=CC2)CN2CCC(CC2)(C)C)CC1 Benzyl-6-(4-(6-((4,4-dimethylpiperidin-1-yl)methyl)pyridin-3-yl)-1-oxa-4,9-diazaspiro[5.5]undecan-9-yl)pyrimidin-4-amine